C1(=CC=CC=C1)NC(O[C@H]([C@]1(CN(CC1)C(C)(C)C=1C=NC(=CC1)C)CCC=1SC(=CC1)F)F)=O |o1:10| (S)-fluoro((R or S)-3-(2-(5-fluorothiophen-2-yl)ethyl)-1-(2-(6-methylpyridin-3-yl)propan-2-yl)pyrrolidin-3-yl)methyl phenylcarbamate